C(C=C)(=O)NC=1C=C(C=CC1)B(O)O 3-acrylamido-phenyl-boronic acid